CC1=C(C2=C(N=N1)SC1=C2N=CN=C1NC1CC2(CN(C2)CC=2C=NC(=NC2)C(F)(F)F)C1)C 3,4-dimethyl-N-[2-[[2-(trifluoromethyl)pyrimidin-5-yl]methyl]-2-azaspiro[3.3]heptan-6-yl]pyrimido[4',5':4,5]thieno[2,3-c]pyridazin-8-amine